FC1=CC(=CC=2N(C(OC21)=O)C)B2OC(C(O2)(C)C)(C)C 7-fluoro-3-methyl-5-(4,4,5,5-tetramethyl-1,3,2-dioxaborolan-2-yl)benzoxazol-2(3H)-one